4-bromo-6-iodo-1H-indazole BrC1=C2C=NNC2=CC(=C1)I